8-methyl-4-(phenylthio)-2-(trifluoromethyl)quinazoline CC=1C=CC=C2C(=NC(=NC12)C(F)(F)F)SC1=CC=CC=C1